2-((3aR,6aR)-4-Amino-hexahydro-cyclopenta-[c]pyrrol-2-yl)-5-(2,3-dichloro-phenyl)-6-methyl-pyrimidine-4-carboxylic acid amide NC1CC[C@H]2CN(C[C@@H]21)C2=NC(=C(C(=N2)C(=O)N)C2=C(C(=CC=C2)Cl)Cl)C